6-bromo-1-(4-fluorophenyl)-3,4-dihydroisoquinoline BrC=1C=C2CCN=C(C2=CC1)C1=CC=C(C=C1)F